(S)-4-amino-4-(3-(methylamino)phenyl)butanenitrile N[C@@H](CCC#N)C1=CC(=CC=C1)NC